(6-hydroxy-10-(pyridin-3-yl)-[1,2,4]triazolo[5,1-a]isoquinoline-5-carbonyl)glycine OC1=C(N2C(C3=C(C=CC=C13)C=1C=NC=CC1)=NC=N2)C(=O)NCC(=O)O